BrC=1C(=C(CNC2C(NC(CC2)=O)=O)C(=CC1)Br)Cl 3-((3,6-Dibromo-2-chlorobenzyl)amino)piperidine-2,6-dione